C(C)C([C@@]([C@@]1(C(=C(C(=O)O1)O)O)CC(O)CO)(O)CCCCCC)O ethylhexyl-glyceryl-ascorbic acid